2,5-dioxopyrrolidin-1-yl 4-(7-fluoro-4,5-dihydropyrazolo[1,5-a]quinolin-2-yl)piperazine-1-carboxylate FC=1C=C2CCC=3N(C2=CC1)N=C(C3)N3CCN(CC3)C(=O)ON3C(CCC3=O)=O